BrC1=C(C=C(C=C1)N(C(=O)C1(CC1)C(=O)N)C1=CC=C(C=C1)F)F N-(4-bromo-3-fluorophenyl)-N-(4-fluorophenyl)cyclopropane-1,1-dicarboxamide